diglycerin dilaurate C(CCCCCCCCCCC)(=O)O.C(CCCCCCCCCCC)(=O)O.OCC(O)CO.OCC(O)CO